4-((2-ethoxy-3,4-dioxocyclobut-1-en-1-yl)amino)benzoic acid C(C)OC1=C(C(C1=O)=O)NC1=CC=C(C(=O)O)C=C1